2,4-Dimethyl-3-oxoglutarate CC(C(=O)[O-])C(C(C(=O)[O-])C)=O